N-(3-(2-((3-fluoropyridin-2-yl)amino)-8,9-dihydroimidazo[1',2':1,6]pyrido[2,3-d]pyrimidin-6-yl)-4-methylphenyl)-4-(trifluoromethyl)picolinamide FC=1C(=NC=CC1)NC=1N=CC2=C(N1)N1C(C(=C2)C=2C=C(C=CC2C)NC(C2=NC=CC(=C2)C(F)(F)F)=O)=NCC1